C(C)(C)(C)ON=O tert-Butylnitrite